C1(CCC1)N1CC(CC1=O)C(=O)NCC1=NC=CC=N1 1-cyclobutyl-5-oxo-N-(pyrimidin-2-ylmethyl)pyrrolidine-3-carboxamid